C(CCCCCCCCCCC)(=O)NCCCC(C(=O)O)N(C)C lauramidopropyldimethylaminoacetic acid